N1C=CC=2C1=NC=CC2C=2C=NN(C2)CC=2C=C(C#N)C=CC2 3-{[4-(1H-pyrrolo[2,3-b]pyridin-4-yl)-1H-pyrazol-1-yl]methyl}benzonitrile